CC1=CC(=CC2=C1N=CN2)C=2OC=NN2 2-(7-methyl-3H-benzimidazol-5-yl)-1,3,4-oxadiazole